(2S,4r)-2-((2S,4S)-4-(4-(tert-butyl)phenyl)-2-methylpiperidine-1-carbonyl)-7-oxa-5-azaspiro[3.4]octan-6-one C(C)(C)(C)C1=CC=C(C=C1)[C@@H]1C[C@@H](N(CC1)C(=O)C1CC2(C1)NC(OC2)=O)C